FC=1C=C2C(=CNC2=CC1)CCN(CCC)C1CC1 N-[2-(5-fluoro-1H-indol-3-yl)ethyl]-N-propylcyclopropylamine